tert-Butyl (2-((2-(3-(3,4-dimethylphenyl)ureido)-6-methylpyrimidin-4-yl)amino)ethyl)(methyl)carbamate CC=1C=C(C=CC1C)NC(NC1=NC(=CC(=N1)NCCN(C(OC(C)(C)C)=O)C)C)=O